C1(=CC=CC=C1)P(CCP(C1=CC=CC=C1)C1=CC=CC=C1)C1=CC=CC=C1 [2-(diphenylphosphanyl)ethyl]diphenylphosphane